C(=O)(O)C(O)C(O)C(=O)O.OC=1C=C(C(CNC)O)C=CC1O (-)-3,4-dihydroxy-α-[(methylamino)methyl]benzyl alcohol (+)-tartrate